tert-butyl 4-((((S)-1-methoxy-4-methyl-1-oxopentan-2-yl)carbamoyl)oxy)-3,4-dihydroquinoline-1(2H)-carboxylate COC([C@H](CC(C)C)NC(=O)OC1CCN(C2=CC=CC=C12)C(=O)OC(C)(C)C)=O